5-(4-((2S,5S)-5-(4-chlorobenzyl)-2-(2,2,2-trifluoroethyl)morpholino)piperidin-1-yl)-4H-1,2,4-triazol-3-amine 2,2,2-trifluoroacetate FC(C(=O)O)(F)F.ClC1=CC=C(C[C@@H]2N(C[C@@H](OC2)CC(F)(F)F)C2CCN(CC2)C=2NC(=NN2)N)C=C1